(S)-N-(3-chloro-2-fluorophenylmethyl)-2-((1-hydroxypropan-2-yl)amino)acetamide ClC=1C(=C(C=CC1)CNC(CN[C@H](CO)C)=O)F